ClC1=C(C(=NC(=N1)C1=CC=CC=C1)N)N 6-chloro-2-phenylpyrimidine-4,5-diamine